FC=1C(=NC(=NC1)N[C@H]1[C@@H](COCC1)O)C1=C(C=2C(N(C=C(C2S1)C(C)C)C)=O)C 2-(5-fluoro-2-(((3S,4R)-3-hydroxytetrahydro-2H-pyran-4-yl)amino)pyrimidin-4-yl)-7-isopropyl-3,5-dimethylthieno[3,2-c]pyridin-4(5H)-one